4-(di(4-amino-3,5-dimethylphenyl)methyl)phenol NC1=C(C=C(C=C1C)C(C1=CC=C(C=C1)O)C1=CC(=C(C(=C1)C)N)C)C